ethyl 3-isocyanatobenzoate N(=C=O)C=1C=C(C(=O)OCC)C=CC1